2'-[4-(4-Hydroxypiperidinyl)butoxy]-3,4,4',6'-tetramethoxychalcone COC1=C(C=C(C=C1)C=CC(=O)C2=C(C=C(C=C2OCCCCN3CCC(CC3)O)OC)OC)OC